5,8-dimethoxy-1,4-naphthalenedione COC1=C2C(C=CC(C2=C(C=C1)OC)=O)=O